isopropyl 2-((5-amino-4-((2-(dimethylamino)ethyl)(methyl)amino)-2-methoxyphenyl)amino)-4-(5-fluoro-3,3-dimethyl-2,3-dihydro-1H-pyrrolo[3,2-b]pyridin-1-yl)pyrimidine-5-carboxylate NC=1C(=CC(=C(C1)NC1=NC=C(C(=N1)N1CC(C2=NC(=CC=C21)F)(C)C)C(=O)OC(C)C)OC)N(C)CCN(C)C